Dimethylsilanediylbis(2-cyclopropyl-4-phenylindenyl)zirconium dichloride [Cl-].[Cl-].C[Si](=[Zr+2](C1C(=CC2=C(C=CC=C12)C1=CC=CC=C1)C1CC1)C1C(=CC2=C(C=CC=C12)C1=CC=CC=C1)C1CC1)C